bisphenol A monomethyl-carbonate COC(O)=O.OC1=CC=C(C=C1)C(C)(C)C1=CC=C(C=C1)O